COC(=O)C=1C=C(C=NC1)C1=CC=C2CC3(CCNCC3)OC(C2=C1)=O 7-(5-(methoxycarbonyl)pyridin-3-yl)-1-oxospiro[isochroman-3,4'-piperidine]